N-(3-(3-(4-fluorophenyl)-4-oxo-3,4-dihydrophthalazin-1-yl)phenyl)-N-methylmethanesulfonamide FC1=CC=C(C=C1)N1N=C(C2=CC=CC=C2C1=O)C=1C=C(C=CC1)N(S(=O)(=O)C)C